(R)-N-(2,6-dioxopiperidin-3-yl)-1H-indazole-3-carboxamide O=C1NC(CC[C@H]1NC(=O)C1=NNC2=CC=CC=C12)=O